ClC1=CC=C(C(=N1)C=1C=CC2=C(C=NOB2O)C1C)N[C@H](C)C=1C=C(C=C2C(C(=C(OC12)N1CCC(CC1)(C)C)C)=O)C (R)-8-(1-((6-chloro-2-(1-hydroxy-5-methyl-1H-benzo[d][1,2,6]oxazaborinin-6-yl)pyridin-3-yl)amino)ethyl)-2-(4,4-dimethylpiperidin-1-yl)-3,6-dimethyl-4H-chromen-4-one